(5S)-5-{[2-(4-Cyanophenyl)ethyl][2-(2-hydroxyphenyl)ethyl]amino}-5,6,7,8-tetrahydrochinolin-2-carbonitril C(#N)C1=CC=C(C=C1)CCN([C@@H]1C=2C=CC(=NC2CCC1)C#N)CCC1=C(C=CC=C1)O